Cytidine acetonide salt [CH2-]C(=O)C.[C@@H]1([C@H](O)[C@H](O)[C@@H](CO)O1)N1C(=O)N=C(N)C=C1